CC1=NC2=CC=CC=C2C(=N1)SCC(=O)C1=CC=C(S1)CNC(=O)C1CC1 N-((5-(2-((2-methylquinazolin-4-yl)thio)acetyl)thiophen-2-yl)methyl)cyclopropanecarboxamide